ClC1=CC(=C(C=C1)/C(=C(/C=1C=C2C=NN(C2=CC1)C1OCCCC1)\C1=CC=C(C=C1)O)/CC)F (E)-4-(2-(4-chloro-2-fluorophenyl)-1-(1-(tetrahydro-2H-pyran-2-yl)-1H-indazol-5-yl)but-1-enyl)phenol